4-(3-((azepan-4-yl-methyl)amino)-1-(4-(1,1-dioxidothiomorpholino)-3-fluoro-phenyl)-1H-pyrazol-5-yl)-2-fluorobenzonitrile 2,2,2-trifluoro-acetate FC(C(=O)O)(F)F.N1CCC(CCC1)CNC1=NN(C(=C1)C1=CC(=C(C#N)C=C1)F)C1=CC(=C(C=C1)N1CCS(CC1)(=O)=O)F